(E)-2-cyano-3-((6-isobutyl-4-methylpyridin-3-yl)amino)but-2-enethioamide C(#N)/C(/C(N)=S)=C(/C)\NC=1C=NC(=CC1C)CC(C)C